((1H-imidazol-1-yl)methyl)-2-bromopyridine N1(C=NC=C1)CC=1C(=NC=CC1)Br